C(C)(C)(C)OC(N(C1=NC=CC(=C1)N=C(C1=CC=CC=C1)C1=CC=CC=C1)CCO[Si](C)(C)C(C)(C)C)=O tert-Butyl(2-((tert-butyldimethylsilyl)oxy)ethyl)(4-((diphenylmethylene)amino)pyridin-2-yl)carbamic acid